3-chlorobenzyl ((S)-3-cyclohexyl-1-(((S)-5-((2-(ethylsulfonamido)ethyl)(methyl)amino)-1-(methoxy(methyl)amino)-1,5-dioxopentan-2-yl)amino)-1-oxopropan-2-yl)carbamate C1(CCCCC1)C[C@@H](C(=O)N[C@H](C(=O)N(C)OC)CCC(=O)N(C)CCNS(=O)(=O)CC)NC(OCC1=CC(=CC=C1)Cl)=O